tert-Butyl 3-(7-(thiazol-2-yl)-5-(trifluoromethyl)benzo[d]oxazol-2-yl)-3,8-diazabicyclo[3.2.1]octane-8-carboxylate S1C(=NC=C1)C1=CC(=CC=2N=C(OC21)N2CC1CCC(C2)N1C(=O)OC(C)(C)C)C(F)(F)F